COC(CCCC=C(CC1=CC(CC1=O)O)Br)=O 6-bromo-7-(3-hydroxy-5-ketocyclopent-1-en-1-yl)hept-5-enoic acid methyl ester